N-(4-bromophenyl)-3-methoxypropanamide BrC1=CC=C(C=C1)NC(CCOC)=O